4-(Dimethoxymethyl)-2-fluorobenzonitrile COC(C1=CC(=C(C#N)C=C1)F)OC